FC1=C(C=CC(=N1)C=O)C 6-FLUORO-5-METHYLPYRIDINE-2-CARBALDEHYDE